NC1=C(C=CC(=C1)NCC1=CC=CC=C1)NC(CCCCCC)=O N-(2-Amino-4-(benzylamino)phenyl)heptanamid